(Z)-1-(2-fluoro-4-(1-(3-(trifluoromethyl)phenyl)-1H-1,2,4-triazol-3-yl)phenyl)-3-(3-(5-methyl-2-(3,3,3-trifluoropropoxy)phenyl)-4-oxothiazolidin-2-ylidene)urea FC1=C(C=CC(=C1)C1=NN(C=N1)C1=CC(=CC=C1)C(F)(F)F)NC(=O)\N=C\1/SCC(N1C1=C(C=CC(=C1)C)OCCC(F)(F)F)=O